1,6-anhydro-2-O-β-D-glucopyranosyl-β-D-glucopyranose [C@@H]1([C@H](O)[C@@H](O)[C@H](O)[C@H](O1)CO)O[C@H]1[C@H]2O[C@@H]([C@H]([C@@H]1O)O)CO2